O.ClC1=NC=C(C(=C1)Cl)B(O)O 2,4-DICHLOROPYRIDINE-5-BORONIC ACID HYDRATE